C1(CC1)NC(=O)C=1N=NN(C1)CCCCC=1N=NC(=CC1)NC(CC1=C(C=CC(=C1)OC(F)(F)F)F)=O N-cyclopropyl-1-(4-(6-(2-(2-fluoro-5-(trifluoromethoxy)phenyl)acetamido)pyridazin-3-yl)butyl)-1H-1,2,3-triazole-4-carboxamide